2-chloro-6-(4-chloro-2-fluorobenzyloxy)pyridine ClC1=NC(=CC=C1)OCC1=C(C=C(C=C1)Cl)F